O=C1N(CCC(N1)=O)C=1C=C(C(=O)N2CCC(CC2)CC(=O)O)C=CC1OC 2-[1-[3-(2,4-dioxohexahydropyrimidin-1-yl)-4-methoxy-benzoyl]-4-piperidyl]acetic acid